6-((2,6-dimethylpyrimidin-4-yl)amino)-2-methyl-4-((2-(methylsulfonyl)phenyl)amino)-1,2-dihydro-3H-pyrazolo[3,4-b]pyridin-3-one CC1=NC(=CC(=N1)NC1=CC(=C2C(=N1)NN(C2=O)C)NC2=C(C=CC=C2)S(=O)(=O)C)C